Tert-butyl 5-(5-chloro-2-methoxyphenyl)-1-methyl-1H-pyrazol-4-ylcarbamate ClC=1C=CC(=C(C1)C1=C(C=NN1C)NC(OC(C)(C)C)=O)OC